N=C1NC(NC2=CC=CC=C12)=S 4-imino-3,4-dihydroquinazoline-2(1H)-thione